[N+](=O)([O-])C=1C=C(C(=C(C1C)[N+](=O)[O-])O)C 4,6-dinitro-2,5-xylenol